N-(naphthalen-1-yl)-2-oxo-2,3-dihydro-1H-benzo[d]imidazole-5-sulfonamide C1(=CC=CC2=CC=CC=C12)NS(=O)(=O)C1=CC2=C(NC(N2)=O)C=C1